ClC1=C(C=C(C=C1)NC(=O)N1[C@@H]2CC[C@@H](C[C@]1(C2)C=2OC(=NN2)C)C)C2=NN(C=N2)C (1S,3S,6R)-N-(4-chloro-3-(1-methyl-1H-1,2,4-triazol-3-yl)phenyl)-3-methyl-1-(5-methyl-1,3,4-oxadiazol-2-yl)-7-azabicyclo[4.1.1]octane-7-carboxamide